(E) and (Z)-3-hexenyl-isobutyrate C(=CCCCC)CC(C(=O)[O-])C